ClC1=C(C=CC(=N1)C1CCCC12C(C(CCC2)(F)F)O)OC(F)F (6-chloro-5-(difluoromethoxy)pyridin-2-yl)-7,7-difluorospiro[4.5]decan-6-ol